C(C)(C)(C)C=1C=C(C=C(C1O)C(C)(C)C)CCC(=O)Cl (3,5-di-t-butyl-4-hydroxyphenyl)propionyl chloride